6-Bromo-5-fluoro-3,3-dimethyl-1-(3-oxocyclobutyl)-1,3-dihydro-2H-pyrrolo[3,2-b]pyridin-2-one BrC=1C=C2C(=NC1F)C(C(N2C2CC(C2)=O)=O)(C)C